N,6-dimethylYl-pyridine-2-carboxamide C=NC(=O)C=1NC(C=CC1)=C